tributyryloxytetramethylammonium borohydride [BH4-].C(CCC)(=O)OC([N+](C)(C)C)(OC(CCC)=O)OC(CCC)=O